5-fluoro-2-trifluoromethylphenethylamine FC=1C=CC(=C(CCN)C1)C(F)(F)F